FC1=C2C3=C(NC2=C(C=C1F)NC)N=CC(=C3N3CCC1(CCCN1C)CC3)C=3C=C1C(C(=CN(C1=NC3)C)C(=O)O)=O 6-[5,6-difluoro-8-(methylamino)-4-(1-methyl-1,8-diazaspiro[4.5]decan-8-yl)-9H-pyrido[2,3-b]indol-3-yl]-1-methyl-4-oxo-1,8-naphthyridine-3-carboxylic acid